(3,4-dihydroxyphenyl)-2'-(4-hydroxy-3-methoxybenzoyl)-1',2',5',6',7',7a'-hexahydro-2H-spiro[acenaphthylene-1,3'-pyrrolizin]-2-one OC=1C=C(C=CC1O)C1C(C2(N3CCCC13)C(C1=CC=CC3=CC=CC2=C13)=O)C(C1=CC(=C(C=C1)O)OC)=O